C(N)(OC1=CC(=CC=C1)NC1=NC=C(C(=N1)C1=C(C=CC(=C1)N)C)Cl)=O (3-((4-(5-amino-2-methylphenyl)-5-chloropyrimidin-2-yl) amino) phenyl) carbamate